N=1NC=C2CCC3=C(C12)C=CO3 4,5-dihydro-2H-furo[2,3-g]indazole